BrC([N+](=O)[O-])(Br)[N+](=O)NC1=NON=C1N=NC1=NON=C1N[N+](=O)C([N+](=O)[O-])(Br)Br [Dibromo(nitro)methyl]-[[4-[[4-[[[dibromo(nitro)methyl]-oxoazaniumyl]amino]-1,2,5-oxadiazol-3-yl]diazenyl]-1,2,5-oxadiazol-3-yl]amino]-oxoazanium